C(CC=C)N1C(N=C2C=CC=C(C2=C1)C)=O 3-(but-3-enyl)-5-methylquinazolinone